4,5-dichloro-2-[[2-(hydroxymethyl)piperidin-1-yl]methyl]phenol ClC1=CC(=C(C=C1Cl)O)CN1C(CCCC1)CO